[Si](C)(C)(C(C)(C)C)OC1=C2C(=NN(C2=CC(=C1)F)C1OCCCC1)I ((tert-butyldimethylsilyl)oxy)-6-fluoro-3-iodo-1-(tetrahydro-2H-pyran-2-yl)-1H-indazole